(R)-3-Hydroxy-1-methyl-3-(3-(6-(2-((1-methyl-3-(2,2,2-trifluoroethoxy)-1H-pyrazol-4-yl)amino)pyrimidin-4-yl)pyridin-2-yl)isoxazol-5-yl)pyrrolidin-2-one O[C@@]1(C(N(CC1)C)=O)C1=CC(=NO1)C1=NC(=CC=C1)C1=NC(=NC=C1)NC=1C(=NN(C1)C)OCC(F)(F)F